CC1=C(C(=C(C=O)C=C1)[2H])[2H] 4-methylbenzaldehyde-d2